1-(phenylsulfonyl)-1H-indol-2-yl-methanol C1(=CC=CC=C1)S(=O)(=O)N1C(=CC2=CC=CC=C12)CO